4-(4-((1R,5S)-3,8-Diazabicyclo[3.2.1]octan-3-yl)-2-((tetrahydro-1H-pyrrolizin-7a(5H)-yl)methoxy-d2)-5,8-dihydropyrido[3,4-d]pyrimidin-7(6H)-yl)-5,6-difluoronaphthalen-2-ol [C@H]12CN(C[C@H](CC1)N2)C=2C1=C(N=C(N2)OC([2H])([2H])C23CCCN3CCC2)CN(CC1)C1=CC(=CC2=CC=C(C(=C12)F)F)O